C[Si](C)(C)C[C-]1C=CC=C1 Trimethylsilylmethylcyclopentadienide